C(#N)C=1C=C(C=NC1OC)NC(=O)C=1C=NN(C1C(F)(F)F)C1=C2C=CNC(C2=CC=C1)=O N-(5-cyano-6-methoxypyridin-3-yl)-1-(1-oxo-1,2-dihydroisoquinolin-5-yl)-5-(trifluoromethyl)-1H-pyrazole-4-carboxamide